FC=1C=C2C(=NC1)N(C=C2C=2N=C(C1=C(N2)N(C=C1)C)N[C@H]1C[C@H](CCC1)NC(=O)C=1N=CN(C1)C)S(=O)(=O)C1=CC=C(C)C=C1 |r| (+/-)-cis-N-(3-((2-(5-fluoro-1-tosyl-1H-pyrrolo[2,3-b]pyridine-3-yl)-7-methyl-7H-pyrrolo[2,3-d]pyrimidin-4-yl)amino)cyclohexyl)-1-methyl-1H-imidazole-4-carboxamide